methyl 6-[3-(methanesulfonamido) propanoylamino]pyrazolo[1,5-a]pyridine-3-carboxylate CS(=O)(=O)NCCC(=O)NC=1C=CC=2N(C1)N=CC2C(=O)OC